C1(CC1)C([C@@H](C=1OC2=C(N1)C=C(C=C2)[C@@H](COC)N2C(N[C@@H](C2)C(F)(F)F)=O)NC(=O)C2=CC=NN2C(C)C)C2CC2 N-((S)-2,2-dicyclopropyl-1-(5-((S)-2-methoxy-1-((S)-2-oxo-4-(trifluoromethyl)imidazolidin-1-yl)ethyl)-benzo[d]oxazol-2-yl)ethyl)-1-isopropyl-1H-pyrazole-5-carboxamide